C1(CCC1)N1C(=NC2=C1C(=C(C=C2)CC(=O)N(C)C)F)NC(CC(C)(C)C)=O N-(1-cyclobutyl-6-(2-(dimethylamino)-2-oxoethyl)-7-fluoro-1H-benzo[d]imidazol-2-yl)-3,3-dimethylbutanamide